[Si](C)(C)(C(C)(C)C)OC(C1=CC=C(N)C=C1)C1=CC=C(C=C1)C1=CC=C(C=C1)F 4-(((tert-butyldimethylsilyl)oxy)(4'-fluoro-[1,1'-biphenyl]-4-yl)methyl)aniline